CNCCC(OCC=1C=C(C=CC1)NC(=O)C=1C=NC(=NC1)SC)C1=CC=CC=C1 N-(3-((3-(methylamino)-1-phenylpropoxy)methyl)phenyl)-2-(methylsulfanyl)pyrimidine-5-carboxamide